tert-butyl 2-(3,5-dichloro-4-hydroxyphenyl)-3,5-dioxo-2,3,4,5-tetrahydro-1,2,4-triazine-6-carboxylate ClC=1C=C(C=C(C1O)Cl)N1N=C(C(NC1=O)=O)C(=O)OC(C)(C)C